ethyl (S)-6-(tert-butyl)-1-fluoro-11-(furan-3-yl)-2-oxo-6,7-dihydro-2H-benzofuro[2,3-a]quinolizine-3-carboxylate C(C)(C)(C)[C@@H]1CC2=C(C3=C(C(C(=CN13)C(=O)OCC)=O)F)OC1=C2C=CC=C1C1=COC=C1